6-(5-(((1S,3R,5R)-6,6-difluoro-8-azabicyclo[3.2.1]octan-3-yl)(methyl)amino)pyrazin-2-yl)isoquinolin-7-ol FC1([C@H]2C[C@@H](C[C@@H](C1)N2)N(C=2N=CC(=NC2)C=2C=C1C=CN=CC1=CC2O)C)F